CS(=O)(=O)C1=NN2C(S1)=NC=C2 2-(methylsulfonyl)imidazo[2,1-b][1,3,4]Thiadiazole